N-(4-methyl-3-(pyridin-4-yl)-1H-pyrazol-5-yl)-3-(4-(trifluoromethyl)phenyl)propenamide CC=1C(=NNC1NC(C=CC1=CC=C(C=C1)C(F)(F)F)=O)C1=CC=NC=C1